4-Vinylbenzoat C(=C)C1=CC=C(C(=O)[O-])C=C1